trans,trans-1,5-Diphenyl-1,4-pentadien-3-one C1(=CC=CC=C1)\C=C\C(\C=C\C1=CC=CC=C1)=O